C(C)OC(C1=CC=C(C=C1)C(=O)C1=C(N=C(S1)N(C1=CC(=C(C=C1)Cl)F)[C@@H](C(=O)N)C)N)=O |r| rac-4-[4-amino-2-(N-(2-amino-1-methyl-2-oxo-ethyl)-4-chloro-3-fluoro-anilino)thiazole-5-carbonyl]benzoic acid ethyl ester